ClC1=CC=C2C(=N1)N(N=C2)CC2=CC=C(C=C2)OC 6-chloro-1-[(4-methoxyphenyl)methyl]Pyrazolo[3,4-b]Pyridine